rac-(1S,2S,3S,5R)-3-{[(benzyloxy)carbonyl]amino}-2-fluoro-8-azabicyclo[3.2.1]octane-8-carboxylic acid tert-butyl ester C(C)(C)(C)OC(=O)N1[C@@H]2[C@H]([C@H](C[C@H]1CC2)NC(=O)OCC2=CC=CC=C2)F |r|